C(C)(C)(C)OC(=O)N1CCN(CC1)C1=NC(=NC2=C(C(=C(C=C12)Cl)Br)F)C1CCN(CC1)C 4-(7-bromo-6-chloro-8-fluoro-2-(1-methylpiperidin-4-yl)quinazolin-4-yl)piperazine-1-carboxylic acid tert-butyl ester